S1C=NC2=C1C(=CN2)CC(C)=O 1-(4H-pyrrolo[2,3-d]thiazol-6-yl)propan-2-one